FC=1C=CC2=C(C(NC[C@]3(CN(CC3)C(=O)OC(C)(C)C)O2)=O)C1 tert-butyl (R)-7-fluoro-5-oxo-4,5-dihydro-3H-spiro[benzo[f][1,4]oxazepine-2,3'-pyrrolidine]-1'-carboxylate